6-(chloromethyl)-5-methoxy-3',6'-dihydro-[2,4'-bipyridine]-1'(2'H)-carboxylic acid tert-butyl ester C(C)(C)(C)OC(=O)N1CCC(=CC1)C1=NC(=C(C=C1)OC)CCl